6-chloro-N-{4-[2-(4-chloro-3-fluorophenoxy)acetamido]bicyclo[2.2.2]oct-1-yl}-4-hydroxy-3,4-dihydro-2H-1-benzopyran-2-carboxamide ClC=1C=CC2=C(C(CC(O2)C(=O)NC23CCC(CC2)(CC3)NC(COC3=CC(=C(C=C3)Cl)F)=O)O)C1